oxybis(benzene) O(C1=CC=CC=C1)C1=CC=CC=C1